CN1C2=C(C=3C=CC=CC13)CN(CC2)CCCCNC(=O)C=2C=NC1=CC=CC=C1C2 N-(4-(5-methyl-1,3,4,5-tetrahydro-2H-pyrido[4,3-b]indol-2-yl)butyl)quinoline-3-carboxamide